S-(4-fluorobenzyl)-N-(3,4,5-trimethoxybenzoyl)-L-cysteine methyl ester COC([C@@H](NC(C1=CC(=C(C(=C1)OC)OC)OC)=O)CSCC1=CC=C(C=C1)F)=O